tert-butyl (S)-3-((6-methoxypyridazin-3-yl)oxy)pyrrolidine-1-carboxylate COC1=CC=C(N=N1)O[C@@H]1CN(CC1)C(=O)OC(C)(C)C